FC(CC(C(=O)N)=C)(F)F trifluoroethylacrylamide